2,2'-[[(methyl-1H-benzotriazol-1-yl)methyl]imino]diethanol tert-butyl-3-bromo-1H-pyrrolo[3,2-b]pyridine-1-carboxylate C(C)(C)(C)C1=C(C2=NC=CC=C2N1C(=O)OCCN(CCO)CN1N=NC2=C1C=CC=C2C)Br